P(O)(=O)(OP(=O)(O)OP(=O)(O)O)OC[C@@H]1[C@H]([C@H]([C@@H](O1)N1C=NC=2C(N)=NC=NC12)O)O.N(=[N+]=[N-])C1=NC2=NC=NC(=C2N1)N 8-azidoadenine adenosine-5'-triphosphate